N-((1s,3s)-3-((5-(1-(2,2-difluoroethyl)-2-methyl-1H-imidazo[4,5-b]pyrazin-6-yl)pyrrolo[2,1-f][1,2,4]triazin-2-yl)amino)-1-methylcyclobutyl)acetamide FC(CN1C(=NC=2C1=NC(=CN2)C=2C=CN1N=C(N=CC12)NC1CC(C1)(C)NC(C)=O)C)F